ClC1=CC(=C(COC2=CC=CC(=N2)C2=C(C=C(CC3=NC4=C(N3C[C@H]3OCC3)C=C(C=C4)C(=O)O)C=C2)F)C=C1)F (S)-2-(4-(6-(4-chloro-2-fluorobenzyloxy)pyridin-2-yl)-3-fluorobenzyl)-1-(oxetan-2-ylmethyl)-1H-benzo[d]imidazole-6-carboxylic acid